FC1(C[C@H](N(C1)C)COC1=NN2C(C(=N1)N1C[C@@H](NCC1)CC#N)=NC=C2CC2=CC=CC1=CC=CC=C21)F ((S)-4-(2-(((S)-4,4-difluoro-1-methylpyrrolidin-2-yl)methoxy)-7-(naphthalen-1-ylmethyl)imidazo[2,1-f][1,2,4]triazin-4-yl)piperazin-2-yl)acetonitrile